CNC(=O)[C@H]1N(CCC1)C(CC1=CC=C(C=C1)NC(=O)NCC1=CC=C(C=C1)Cl)=O N-(4-{2-[(2S)-2-(N-methylcarbamoyl)pyrrolidinyl]-2-oxoethyl}phenyl){[(4-chlorophenyl)methyl]amino}carboxamide